C1(CCCC1)NC1=NC(=NC=C1C)NC1=CC=CC=2B(OC(C21)(C)C)O ((4-(cyclopentylamino)-5-methylpyrimidin-2-yl)amino)-3,3-dimethylbenzo[c][1,2]oxaborol-1(3H)-ol